5-(4-acetylpiperazin-1-yl)-2-methyl-N-[(1R)-1-(1-naphthyl)ethyl]Benzamide C(C)(=O)N1CCN(CC1)C=1C=CC(=C(C(=O)N[C@H](C)C2=CC=CC3=CC=CC=C23)C1)C